CNC1=CC(=CC(=C1)Cl)Cl n-methyl-3,5-dichloroaniline